2-(1-(7-methoxy-6-morpholinoquinolin-4-yl)piperidin-4-yl)propanenitrile COC1=C(C=C2C(=CC=NC2=C1)N1CCC(CC1)C(C#N)C)N1CCOCC1